rac-tert-butyl ({4-[5-methyl-2-(trifluoromethyl)-1,3-thiazol-4-yl]-2,5-dioxoimidazolidin-4-yl}methyl)carbamate CC1=C(N=C(S1)C(F)(F)F)[C@]1(NC(NC1=O)=O)CNC(OC(C)(C)C)=O |r|